C(C)N1CC2=NC=CC=C2C1=O 6-ethyl-7H-pyrrolo[3,4-b]pyridin-5-one